(R)-N-(3-(7-methyl-1H-indazol-5-yl-3-d)-1-(4-(1-methylpiperidin-4-yl)piperazin-1-yl)-1-oxopropan-2-yl)-4-(6-oxo-2,3,6,7-tetrahydrothieno[2,3-b]pyridin-5-yl)piperidine-1-carboxamide CC=1C=C(C=C2C(=NNC12)[2H])C[C@H](C(=O)N1CCN(CC1)C1CCN(CC1)C)NC(=O)N1CCC(CC1)C1=CC2=C(NC1=O)SCC2